C(C)C(COC(CCC1=CC(=C(C(=C1)C(C)(C)C)O)C(C)(C)C)=S)CCCC.ClC1=CC2=C(C3=CC=CC=C3C(=C2C=C1)OCCCCCCCCCCCCCCCCC(=O)OCCCC)OCCCCCCCCCCCCCCCCC(=O)OCCCC 2-chloro-9,10-bis(n-butoxycarbonylhexadecyleneoxy)anthracene 2-Ethylhexyl-(3,5-di-tert-butyl-4-hydroxybenzyl)thioacetate